5-[(tert-butoxy)carbonyl]-6-methyl-1-[2-(trimethylsilyl)ethoxy]methyl-1H,4H,5H,6H,7H-pyrazolo[4,3-c]pyridine-3-carboxylic acid C(C)(C)(C)OC(=O)N1CC2=C(CC1C)N(N=C2C(=O)O)COCC[Si](C)(C)C